FC=1C=C(C=NC1)[C@@H]1N(CCC1)C1=NC=2N(C=C1)N=CC2C(=O)NC(CO)(C)C (R)-5-(2-(5-fluoropyridin-3-yl)pyrrolidin-1-yl)-N-(1-hydroxy-2-methylpropan-2-yl)pyrazolo[1,5-a]pyrimidine-3-carboxamide